N-methyl-N-(pyrimidin-2-ylmethyl)-1H-imidazole-4-carboxamide CN(C(=O)C=1N=CNC1)CC1=NC=CC=N1